(S)-2-bromo-4-(2,2-dimethyltetrahydro-2H-pyran-4-yl)pyridine BrC1=NC=CC(=C1)[C@@H]1CC(OCC1)(C)C